ClC1=NC(C2=CC3=CC=CC=C3C2=C1)=O chloro-azafluorenone